2-(5-fluoro-1-benzofuran-2-yl)-3-(methylamino)imidazo[1,2-a]pyridine-7-carbonitrile FC=1C=CC2=C(C=C(O2)C=2N=C3N(C=CC(=C3)C#N)C2NC)C1